C(#N)C(C)(C)C=1C=C(C(=O)NC2=C(C=C(C(=C2)C=2C=NC3=CC(=NC=C3C2)N(C)CC2=CC=C(C=C2)OC)C)F)C=CN1 2-(2-cyanoprop-2-yl)-N-(2-fluoro-5-(7-((4-methoxybenzyl)(methyl)amino)-1,6-naphthyridin-3-yl)-4-methylphenyl)isonicotinamide